5-bromo-2-fluoro-N,N-dimethylbenzenesulfonamide BrC=1C=CC(=C(C1)S(=O)(=O)N(C)C)F